O-(2-Chlorobenzyl)hydroxylamine ClC1=C(CON)C=CC=C1